[1-(3,4-difluorophenyl)-4-hydroxy-2-(2-methoxy-1,1-dimethyl-ethyl)indol-3-yl]-3-fluoro-benzoic acid FC=1C=C(C=CC1F)N1C(=C(C2=C(C=CC=C12)O)C1=C(C(=O)O)C=CC=C1F)C(COC)(C)C